ClC1=CC(=CC(=N1)CO)CO (6-chloropyridine-2,4-diyl)dimethanol